[N+](=O)([O-])C=1C=NNC1N 4-nitro-1H-pyrazol-5-amine